(2-fluoro-6-(methylthio)phenyl)boronic acid FC1=C(C(=CC=C1)SC)B(O)O